CC1C(NN(C=C1)N1NC=CC=C1)=O methyl-1-pyridazin-1-yl-pyridazin-3-one